N1(C=NC2=C1C=CC=C2)C=2C1=C(N=C(N2)NC2=CC=C(C=C2)N2CCN(CC2)C)NC=C1 4-(1H-benzo[d]imidazol-1-yl)-N-(4-(4-methylpiperazin-1-yl)phenyl)-7H-pyrrolo[2,3-d]pyrimidin-2-amine